(1R,3S,5R)-3-Benzyl 2-tert-butyl 5-(2-(2-formylhydrazinyl)-2-oxoethyl)-2-azabicyclo[3.1.0]hexane-2,3-dicarboxylate C(=O)NNC(C[C@]12C[C@H](N([C@@H]2C1)C(=O)OC(C)(C)C)C(=O)OCC1=CC=CC=C1)=O